N-[4-chloro-3-({1-[4-(trifluoromethyl)phenyl]-1H-indazol-4-yl}carbamoyl)benzyl]tetrahydrofuran-3-carboxamide ClC1=C(C=C(CNC(=O)C2COCC2)C=C1)C(NC1=C2C=NN(C2=CC=C1)C1=CC=C(C=C1)C(F)(F)F)=O